1-[N,N-bis(2-ethylhexyl)aminomethyl]-4-methyl-1H-benzotriazole C(C)C(CN(CC(CCCC)CC)CN1N=NC2=C1C=CC=C2C)CCCC